2,4,7-trimethyl-4-(2-methyl-5-(trifluoromethyl)phenyl)oct-6-enal gallium [Ga].CC(C=O)CC(CC=C(C)C)(C1=C(C=CC(=C1)C(F)(F)F)C)C